FC(S(=O)(=O)NC1=C(C=C(C=C1)C1=NNC(=C1C(=O)N)NC1=NC=C(N=C1)C(F)(F)F)OCC1=CC=C(C=C1)F)F 3-[4-(difluoromethanesulfonamido)-3-[(4-fluorophenyl)methoxy]phenyl]-5-{[5-(trifluoromethyl)pyrazin-2-yl]amino}-1H-pyrazole-4-carboxamide